NCCNCCCCO[Si](OC)(OC)C N-(2-aminoethyl)-3-aminopropyl-methyl-trimethoxysilane